O.O water monohydrate